(2S,4R)-1-((S)-3,3-dimethyl-2-(6-oxo-6-(4-oxopiperidin-1-yl)hexanamido)butanoyl)-4-hydroxy-N-((S)-1-(4-(4-methylthiazol-5-yl)phenyl)ethyl)pyrrolidine-2-carboxamide CC([C@@H](C(=O)N1[C@@H](C[C@H](C1)O)C(=O)N[C@@H](C)C1=CC=C(C=C1)C1=C(N=CS1)C)NC(CCCCC(N1CCC(CC1)=O)=O)=O)(C)C